tert-Butyl 4-((2,6-dioxopiperidin-3-yl)amino)piperidine-1-carboxylate O=C1NC(CCC1NC1CCN(CC1)C(=O)OC(C)(C)C)=O